carbonic acid, 3-(2,5-dimethylphenyl)-8-methoxy-2-oxo-1-azaspiro[4.5]dec-3-en-4-ylethyl ester C(OCCC1=C(C(NC12CCC(CC2)OC)=O)C2=C(C=CC(=C2)C)C)([O-])=O